N-[(1S)-1-(benzyloxycarbonylcarbamoyl)-3-methyl-butyl]-N-methyl-carbamic acid tert-butyl ester C(C)(C)(C)OC(N(C)[C@@H](CC(C)C)C(NC(=O)OCC1=CC=CC=C1)=O)=O